C(C)(C)(C)OC(=O)N([C@@H](C(C)C)C(=O)OCC1=CC=CC=C1)C benzyl N-(tert-butoxycarbonyl)-N-methyl-L-valinate